8-bromo-6-(difluoromethyl)-3,4-dihydroisoquinoline-2(1H)-carboxylic acid tert-butyl ester C(C)(C)(C)OC(=O)N1CC2=C(C=C(C=C2CC1)C(F)F)Br